3-amino-4-(2-hydroxyethylamino)benzonitrile NC=1C=C(C#N)C=CC1NCCO